methyl (1R,3R)-1-amino-3-methylcyclohexane-1-carboxylate hydrochloride Cl.N[C@]1(C[C@@H](CCC1)C)C(=O)OC